3-bromo-6-(4-methyl-1H-1,2,3-triazol-1-yl)pyridinecarboxylic acid methyl ester COC(=O)C1=NC(=CC=C1Br)N1N=NC(=C1)C